1-(4-bromo-2-pyridyl)ethanol BrC1=CC(=NC=C1)C(C)O